BrC1=NC=CC2=C1C=NN2 4-bromo-1H-pyrazolo[4,3-c]pyridine